C1(CCCCC1)C(=O)OCCC Cyclohexanecarboxylic acid, propyl ester